N-(5-chloro-6-(oxazol-2-yl)pyridin-3-yl)-1-(8-fluoroimidazo[1,2-a]pyridin-5-yl)-5-(trifluoromethyl)-1H-pyrazole-4-carboxamide ClC=1C=C(C=NC1C=1OC=CN1)NC(=O)C=1C=NN(C1C(F)(F)F)C1=CC=C(C=2N1C=CN2)F